5-bromo-N4-(3-cyclopropyl-1H-pyrazol-5-yl)-N2-[(1S)-1-(4-fluorophenyl)ethyl]pyrimidine-2,4-diamine BrC=1C(=NC(=NC1)N[C@@H](C)C1=CC=C(C=C1)F)NC1=CC(=NN1)C1CC1